7-(4-(4-(benzo[b]thiophen-4-yl)piperazin-1-yl)butoxy)quinolin-2-yl pentadecanoate C(CCCCCCCCCCCCCC)(=O)OC1=NC2=CC(=CC=C2C=C1)OCCCCN1CCN(CC1)C1=CC=CC=2SC=CC21